tert-butyl 4-[5-fluoro-4-oxo-7-(4,4,5,5-tetramethyl-1,3,2-dioxaborolan-2-yl)quinazolin-3-yl]piperidine-1-carboxylate FC1=C2C(N(C=NC2=CC(=C1)B1OC(C(O1)(C)C)(C)C)C1CCN(CC1)C(=O)OC(C)(C)C)=O